Tert-butyl N-[(5S)-6-[3-[(allyloxycarbonylamino)methyl]-3-hydroxyazetidin-1-yl]-5-amino-6-oxo-hexyl]carbamate C(C=C)OC(=O)NCC1(CN(C1)C([C@H](CCCCNC(OC(C)(C)C)=O)N)=O)O